ClC=1C(=CC(=NC1)N1[C@H](COCC1)C)NC(OC(C)(C)C)=O tert-butyl (S)-(5-chloro-2-(3-methylmorpholino)pyridin-4-yl)carbamate